2'-propargyl-2',3'-dideoxyinosine C(C#C)[C@H]1[C@@H](O[C@@H](C1)CO)N1C=NC=2C(O)=NC=NC12